C(#C)C1=CC=C(C=C1)C1=CC=C(C=C1)CCCNC=1C2=C(N=C(N1)C1=COC=C1)SC(=C2)C N-(3-(4'-ethynyl-[1,1'-biphenyl]-4-yl)propyl)-2-(furan-3-yl)-6-methylthieno[2,3-d]pyrimidin-4-amine